C(=O)[O-].C(CCCCCCC)N1C=[N+](C=C1)C(CC)CCCCCCCCCCCCCCC 1-octyl-3-(3-octadecyl)imidazolium formate